[F-].[F-].C(C)[SiH](CC)[Zr+2](C1C(=CC2=CC=CC=C12)C)C1C(=CC2=CC=CC=C12)C diethylsilyl-bis(methylindenyl)zirconium difluoride